OC=1C(=CC=2C3(C4=CC=C(C=C4OC2C1)O)OC(C1=CC=C(C=C13)C(=O)O)=O)C=1SC(=CC1)C 3',6'-dihydroxy-2'-(5-methylthiophene-2-yl)-3-oxo-3H-spiro-[isobenzofuran-1,9'-xanthene]-6-carboxylic acid